Cl.Cl.N[C@@H]1C(N(C2=C(OC1)C=CC(=C2)OCC(C=2C=NC=CC2)=O)C)=O (S)-3-amino-5-methyl-7-(2-oxo-2-(pyridin-3-yl)ethoxy)-2,3-dihydrobenzo[b][1,4]oxazepin-4(5H)-one dihydrochloride